5-(trifluoromethyl)isochroman-1-yl-methylamine FC(C1=C2CCOC(C2=CC=C1)NC)(F)F